OC(=O)C(F)(F)F.CNC(=O)N1CCNCC1 N-methylpiperazine-1-carboxamide TFA salt